(4-aminophenyl)boric acid NC1=CC=C(C=C1)OB(O)O